NC=1C=2N(C(=CN1)C)C(=NC2C2=C(C=C(C=C2)NC([C@@H](O)C2=CC(=CC(=C2)C(F)(F)F)F)=O)C)C([2H])([2H])[2H] (s)-N-[4-[8-amino-5-methyl-3-(trideuteriomethyl)imidazo[1,5-a]pyrazin-1-yl]-3-methyl-phenyl]-2-[3-fluoro-5-(trifluoromethyl)phenyl]-2-hydroxy-acetamide